FC=1C=C(C=NC1)OCCN(CC[C@@H](C(=O)O)NC1=NC=NC=C1C1=CC=CC=C1)CCCCC1=NC=2NCCCC2C=C1 (S)-4-((2-((5-fluoropyridin-3-yl)oxy)ethyl)(4-(5,6,7,8-tetrahydro-1,8-naphthyridin-2-yl)butyl)amino)-2-((5-phenylpyrimidin-4-yl)amino)butanoic acid